C(C1=CC=CC=C1)O[C@@H](C(=O)OC)CC[C@@H](C)[C@H]1CC[C@H]2[C@H](CCC[C@]12C)O[Si](C)(C)C(C)(C)C Methyl (2R,5R)-2-(benzyloxy)-5-{(1R,3aR,4S,7aR)-4-[(tert-butyldimethylsilyl)oxy]-7a-methyloctahydro-1H-inden-1-yl}hexanoate